C(C)OC(=O)C1COC2=C(O1)C=C(C(=C2)F)F 6,7-difluoro-2,3-dihydrobenzo[b][1,4]dioxin-2-carboxylic acid ethyl ester